C(C)(C)(C)NC(=O)NC1=NC2=CC(=CC=C2N=C1)C=1C=NC(=CC1)OCCCN(C)C 1-(tert-butyl)-3-(7-(6-(3-(dimethylamino)propoxy)pyridin-3-yl)quinoxalin-2-yl)urea